C(C)N1N=C(C=C1C=1N(C(=NN1)C1=C2C=NNC2=CC(=C1)C(=O)N)CC1=CC=C(C=C1)OC)C 4-{5-(1-ethyl-3-methyl-1H-pyrazol-5-yl)-4-[(4-methoxyphenyl)methyl]-4H-1,2,4-triazol-3-yl}-1H-indazole-6-carboxamide